gadolinium 2-{7-[1-carboxy-2-(4-ethoxyphenyl)ethyl]-4,10-bis(carboxylatomethyl)-1,4,7,10-tetraazacyclododecan-1-yl}pentanoate C(=O)(O)C(CC1=CC=C(C=C1)OCC)N1CCN(CCN(CCN(CC1)CC(=O)[O-])C(C(=O)[O-])CCC)CC(=O)[O-].[Gd+3]